(3S,4S)-4-(3,4-difluorophenyl)-3-fluoro-1-(3-(pyridin-4-yl)bicyclo[1.1.1]pentan-1-yl)piperidin-2-one FC=1C=C(C=CC1F)[C@H]1[C@@H](C(N(CC1)C12CC(C1)(C2)C2=CC=NC=C2)=O)F